ClC=1C(=CC(=NC1)OC)[C@H](C(=O)O)C (2R)-2-(5-chloro-2-methoxypyridin-4-yl)propionic acid